ClC=1C(=C2C=CN=CC2=C(N1)OC(C(F)(F)F)C)F 6-Chloro-5-fluoro-8-((1,1,1-trifluoropropan-2-yl)oxy)-2,7-naphthyridin